4-(2,3,5-trifluorophenyl)butanoic acid FC1=C(C=C(C=C1F)F)CCCC(=O)O